tert-butyl 4-(6-bromo-3-cyanopyrazolo[1,5-a]pyridin-4-yl)-1,4-diazepan-1-carboxylate BrC=1C=C(C=2N(C1)N=CC2C#N)N2CCN(CCC2)C(=O)OC(C)(C)C